(2S)-4-{2-[(4-chloro-2-fluorobenzyl)oxy]-5-fluoropyrimidin-4-yl}-2-methylpiperazine-1-carboxylic acid tert-butyl ester C(C)(C)(C)OC(=O)N1[C@H](CN(CC1)C1=NC(=NC=C1F)OCC1=C(C=C(C=C1)Cl)F)C